COCC1=C(C(=CC=C1)COC)O 2,6-dimethoxymethylphenol